2-(6-(((1s,3r,5r)-6,6-difluoro-8-azabicyclo[3.2.1]oct-3-yl)oxy)pyridazin-3-yl)-5-(1H-pyrazol-4-yl)phenol FC1([C@H]2C[C@@H](C[C@@H](C1)N2)OC2=CC=C(N=N2)C2=C(C=C(C=C2)C=2C=NNC2)O)F